O(C1=CC=CC=C1)C=1C=C(C=CC1)C=1N=NNN1 5-(3-phenoxyphenyl)-2H-tetrazol